ClC=1C=C(C=CC1C)NC(=O)NC=1SC(=C(N1)C)C1=NC(=NC=C1)NC 1-(3-Chloro-4-methylphenyl)-3-(4-methyl-5-(2-(methylamino)-pyrimidin-4-yl)thiazol-2-yl)urea